{2-[2-(4-pyridin-2-ylbutyl)-7,8-dihydro-6H-indeno[5,4-d][1,3]oxazol-8-yl]ethyl}acetamide N1=C(C=CC=C1)CCCCC=1OC2=C(N1)C=CC=1CCC(C12)CCCC(=O)N